BrC1=C(N)C=CC(=C1)F 2-bromo-4-fluoro-aniline